C[Si](C)(C)S[Si](C)(C)C Di(trimethylsilyl) sulfide